C(CCCCCCCCCCCC)OC(C(=C)C)=O.O1CCC(=CC1)C1=CC2=C(N(C=N2)C2=CC(=C(C(=O)NCC(F)(F)F)C(=C2)OC)OC)C=C1 4-[5-(3,6-dihydro-2H-pyran-4-yl)benzimidazol-1-yl]-2,6-dimethoxy-N-(2,2,2-trifluoroethyl)benzamide n-Tridecylmethacrylat